ethyl 2-[[(6-bromo-3-ethylsulfonyl-imidazo[1,2-a]pyridin-2-yl)-tert-butoxycarbonyl-amino]methyl]-5-(trifluoromethyl)pyridine-3-carboxylate BrC=1C=CC=2N(C1)C(=C(N2)N(C(=O)OC(C)(C)C)CC2=NC=C(C=C2C(=O)OCC)C(F)(F)F)S(=O)(=O)CC